C(C1=CC=CC=C1)OC(=O)N[C@H](C(=O)OC(C)(C)C)C(C(=O)O)CC=C 2-((S)-1-(benzyloxycarbonylamino)-2-tert-butoxy-2-oxoethyl)pent-4-enoic acid